N1[C@@H](CCC1)C(=O)N L-prolyl-amine